Bis(2-hexyldecyl) 6,6'-((3-(1H-imidazol-1-yl)propyl) azanediyl)dihexanoate N1(C=NC=C1)CCCN(CCCCCC(=O)OCC(CCCCCCCC)CCCCCC)CCCCCC(=O)OCC(CCCCCCCC)CCCCCC